ClCC(\C(\C(=O)OCC)=N/NC1=CC(=NC=C1)F)=O Ethyl (E)-4-chloro-2-(2-(2-fluoropyridin-4-yl)hydrazinylidene)-3-oxobutanoate